3-mercapto-hexanol acetate C(C)(=O)OCCC(CCC)S